BrC1CCCC=2C(=NN(C12)C1=CC(=CC=C1)Br)C(F)(F)F 7-bromo-1-(3-bromophenyl)-3-(trifluoromethyl)-4,5,6,7-tetrahydroindazole